Bis(benzalacetone) palladium [Pd].C(C1=CC=CC=C1)=CC(C)=O.C(C1=CC=CC=C1)=CC(C)=O